COC1=C(C=CC(=C1)CCC(CC(CCCCCCCCCCC)O)=O)[O-] 2-methoxy-4-(5-hydroxy-3-oxohexadecyl)phenolate